O=CCCN(C)C keto-N,N-dimethyl-3-aminopropane